Cl.N[C@@H](CC1=C(C=CC(=N1)C#N)C)C1=NC=CC=C1N1N=CC2=CC(=CC=C12)Cl (S)-6-{2-Amino-2-[3-(5-chloro-1H-indazol-1-yl)pyridine-2-yl]-ethyl}-5-methylpyridine-2-carbonitrile hydrochloride